C1(=CC=CC=C1)C(C(F)(F)F)(C1=CC=C(C=C1)O)C1=CC=C(C=C1)O 2-Phenyl-2,2-bis(4-hydroxyphenyl)-1,1,1-trifluoroethane